[(1S,4aR,5R,8aS)-5-[(1S)-2,2-difluoro-1-hydroxy-1-methyl-ethyl]-1-methyl-3,4,4a,5,6,7,8,8a-octahydro-1H-isoquinolin-2-yl]-2-[3,5-dichloro-2-(1-ethoxyvinyl)-4-pyridyl]ethanone FC([C@@](C)(O)[C@H]1[C@@H]2CCN([C@H]([C@H]2CCC1)C)C(CC1=C(C(=NC=C1Cl)C(=C)OCC)Cl)=O)F